5-Octadecenoic acid C(CCCC=CCCCCCCCCCCCC)(=O)O